BrCCCNC(C)=O N-(3-bromopropyl)acetamide